5-(3,4-difluorobenzyl)-8-(pentan-3-yl)-2-(pyridazin-3-yl)-2,5,8-triazaspiro[3.5]nonane-6,9-dione FC=1C=C(CN2C3(CN(C3)C=3N=NC=CC3)C(N(CC2=O)C(CC)CC)=O)C=CC1F